C1(=CC=CC=C1)[C@H](C)NC(OC1=C(C=CC=C1C(C)C)[C@@H](C)C1CC1)=O [2-[(1S)-1-cyclopropylethyl]-6-isopropyl-phenyl] N-[(1S)-1-phenylethyl]carbamate